5-methyl-5,6-dihydro-cyclopenta[d]pyrimidin-7-one CC1CC(C=2N=CN=CC21)=O